3-methyl-N-[7-methylimidazo[1,2-a]pyridin-6-yl]-1-(oxan-4-yl)pyrazolo[3,4-d]pyrimidin-6-amine CC1=NN(C2=NC(=NC=C21)NC=2C(=CC=1N(C2)C=CN1)C)C1CCOCC1